2-((tert-butoxycarboxyl)amino)ethyl (S)-4-(4-(6-amino-5-(1-(2,6-dichloro-3-fluorophenyl)ethoxy)pyridin-3-yl)-1H-pyrazol-1-yl)piperidine-1-carboxylate NC1=C(C=C(C=N1)C=1C=NN(C1)C1CCN(CC1)C(=O)OCCNC(=O)OOC(C)(C)C)O[C@@H](C)C1=C(C(=CC=C1Cl)F)Cl